COC1=CC2=C(N=C(S2)NC(CSC2=NN=C(N2CCC)C2=CC=NC=C2)=O)C=C1 N-(6-methoxy-1,3-benzothiazol-2-yl)-2-[(4-propyl-5-pyridin-4-yl-1,2,4-triazol-3-yl)sulfanyl]acetamide